2-[(2R)-2-amino-3-(methylsulfanyl)propyl]-3,5-dichloro-N-[(furan-2-yl)methyl]thieno[3,2-b]pyridin-7-amine hydrochloride Cl.N[C@H](CC1=C(C2=NC(=CC(=C2S1)NCC=1OC=CC1)Cl)Cl)CSC